bis{3-(3,5-di-tert-butyl-4-hydroxyphenyl)propionyl}hydrazine C(C)(C)(C)C=1C=C(C=C(C1O)C(C)(C)C)CCC(=O)NNC(CCC1=CC(=C(C(=C1)C(C)(C)C)O)C(C)(C)C)=O